FC(C=1N=CC=2N(C1)C(=CN2)C2=NC=CC(=N2)N2CCN(CC2)CCC#N)(F)F 3-(4-(2-(6-(Trifluoromethyl)imidazo[1,2-a]pyrazin-3-yl)pyrimidin-4-yl)piperazin-1-yl)propanenitrile